COC(C1=CC=C(C=C1)[C@H]1NCCC(C1)(O)C1CC1)=O 4-[(2S)-4-cyclopropyl-4-hydroxypiperidin-2-yl]benzoic acid methyl ester